3-(4-fluoro-2-methyl-phenoxy)-5-iodo-6-(trifluoromethyl)pyridazine-4-carboxylic acid methyl ester COC(=O)C1=C(N=NC(=C1I)C(F)(F)F)OC1=C(C=C(C=C1)F)C